7-(tert-butoxycarbonyl)-2-(3-(methoxymethyl)bicyclo[1.1.1]pentan-1-yl)-3-oxooctahydroimidazo[1,5-a]pyrazine-8-carboxylic acid C(C)(C)(C)OC(=O)N1C(C2N(CC1)C(N(C2)C21CC(C2)(C1)COC)=O)C(=O)O